CN1C=NC(=C1)\C(\C(\C)=N\NC(NC)=S)=N/NC(NC)=S (2E,2'E)-2,2'-(1-(1-methyl-1H-imidazol-4-yl)propane-1,2-diylidene)bis(N-methylhydrazine-1-carbothioamide)